C(CC)(=O)OC1=CC=C(C=C1)OCC1=CC=C(C=C1)C#N (4-((4-cyanobenzyl) oxy) phenyl) propanoate